NC=1C(=NC(=CN1)C1=CC(=C2CCN(CC2=C1)C)C)N1N=CC(=C1)C(=O)N(C)C 1-(3-amino-6-(2,5-dimethyl-1,2,3,4-tetrahydroisoquinolin-7-yl)pyrazin-2-yl)-N,N-dimethyl-1H-pyrazole-4-carboxamide